CCCCCCCCCCCCCCCCCCCCCCCC(=O)N[C@@H](COP(=O)(O)OC1[C@@H]([C@H](C([C@H]([C@H]1O)O)O)O)O)[C@@H](C(CCCCCCCCCCCCCCCC)O)O The molecule is a ceramide phosphoinositol compound having a tetracosanoyl group amide-linked to a C20 phytosphingosine base, with no additional hydroxylation of the very-long-chain fatty acid.